O1CCN(CC1)C=1N=C(C2=C(N1)N(CC2)C2=CC=CC=C2)CCS(=O)(=O)[O-] (2-morpholino-7-phenyl-6,7-dihydro-5H-pyrrolo[2,3-d]pyrimidin-4-yl)methylmethanesulfonate